Natrium glycin NCC(=O)O.[Na]